NC1CCC(CC1)NC1=NC=CC(=N1)C=1C=NC=CC1OC1=C(C=C(C=C1)NS(=O)(=O)C)F N-(4-((3-(2-(((1r,4r)-4-aminocyclohexyl)amino)pyrimidin-4-yl)pyridin-4-yl)oxy)-3-fluorophenyl)methanesulfonamide